ClC=1C=CC(=C(C1)C1=C2C(=NC(=C1)C)C(=CS2)C(=O)O)OCCN2C(=NC=1CC[C@H](CC1C2=O)N2CC1=CC(=C(C=C1C2)F)F)C (R)-7-(5-chloro-2-(2-(6-(5,6-difluoroisoindolin-2-yl)-2-methyl-4-oxo-5,6,7,8-tetrahydroquinazolin-3(4H)-yl)ethoxy)phenyl)-5-methylthieno[3,2-b]pyridine-3-carboxylic acid